N-((3-chloropyrazin-2-yl)methyl)isobutyramide tert-butyl-((2R)-3-((1,3-dimethyl-1H-pyrazol-5-yl)oxy)butan-2-yl)carbamate C(C)(C)(C)N(C(O)=O)[C@H](C)C(C)OC1=CC(=NN1C)C.ClC=1C(=NC=CN1)CNC(C(C)C)=O